C(C)OC=1C(=C(C(=C2C=NNC12)C1=CC2=C(N=C(S2)NC(=O)[C@H]2[C@H](C2)F)C=C1)SC)F (1S,2S)-N-(6-(7-ethoxy-6-fluoro-5-(methylthio)-1H-indazol-4-yl)benzo[d]thiazol-2-yl)-2-fluorocyclopropane-1-carboxamide